C(CCCCCC)(=O)OCOC1=NC2=CC(=CC=C2C=C1)OCCCCN1CCN(CC1)C1=CC=CC=2SC=CC21 (7-(4-(4-(benzo[b]thiophen-4-yl)piperazin-1-yl)butoxy)quinolin-2-yloxy)methyl heptanoate